N-(2-(3,6-dihydro-2H-pyran-4-yl)-4-phenylpyridin-3-yl)-2-isopropylpyrimidine-5-carboxamide O1CCC(=CC1)C1=NC=CC(=C1NC(=O)C=1C=NC(=NC1)C(C)C)C1=CC=CC=C1